C(C=C)(=O)N1CC(C1)(F)CN1C2=C(N(C(C1=O)=O)C=1C(=NC=CC1C(C)C)C(C)C)N=C(C(=C2)Cl)C2=C(C=CC=C2OC)Cl 1-((1-acryloyl-3-fluoroazetidin-3-yl)methyl)-7-chloro-6-(2-chloro-6-methoxyphenyl)-4-(2,4-diisopropylpyridin-3-yl)-1,4-dihydropyrido[2,3-b]pyrazine-2,3-dione